Nicotine Ditartrate Dihydrate O.O.C(=O)(O)C(O)C(O)C(=O)O.C(=O)(O)C(O)C(O)C(=O)O.N1=CC=CC(=C1)C1N(C)CCC1